11-(2,6-difluoro-3,5-dimethoxyphenyl)-13-ethyl-4-(morpholin-4-ylmethyl)-5,7,11,13-tetraazatricyclo[7.4.0.02,6]tridecan FC1=C(C(=C(C=C1OC)OC)F)N1CC2CNC3NC(CC3C2N(C1)CC)CN1CCOCC1